5-tert-Butyl 3-ethyl 2-(hex-4-yn-1-yl)-2,4,6,7-tetrahydro-5H-pyrazolo[4,3-c]pyridine-3,5-dicarboxylate C(CCC#CC)N1N=C2C(CN(CC2)C(=O)OC(C)(C)C)=C1C(=O)OCC